N-{(2S,3R)-4,4-difluoro-1-(2-hydroxy-2-methylpropanoyl)-2-[(2,2',3'-trifluoro[1,1'-biphenyl]-3-yl)methyl]pyrrolidin-3-yl}methanesulfonamide FC1([C@@H]([C@@H](N(C1)C(C(C)(C)O)=O)CC=1C(=C(C=CC1)C1=C(C(=CC=C1)F)F)F)NS(=O)(=O)C)F